N-(4-(((2-(4-(hydroxymethyl)piperazin-1-yl)ethyl)amino)methyl)-3-(trifluoromethyl)phenyl)-3-(imidazo[1,2-b]pyridazin-3-ylethynyl)-4-methylbenzamide OCN1CCN(CC1)CCNCC1=C(C=C(C=C1)NC(C1=CC(=C(C=C1)C)C#CC1=CN=C2N1N=CC=C2)=O)C(F)(F)F